C(C)(C)(C)OC(=O)N1C[C@H](CC=C1C1=CC2=C(OC3(CC3)C(N2)=O)C=C1)C (S)-3-methyl-6-(3-oxo-3,4-dihydrospiro[benzo[b][1,4]oxazin-2,1'-cyclopropane]-6-yl)-3,4-dihydropyridine-1(2H)-carboxylic acid tert-butyl ester